OC1CN(C1)C(=O)C=1NC(C=2SC(=C3OCCCC1C23)C=2C=NNC2)=O 5-(3-hydroxyazetidine-1-carbonyl)-1-(1H-pyrazol-4-yl)-4,6,7,8-tetrahydro-3H-9-oxa-2-thia-4-azabenzo[cd]azulene-3-one